C(C)C1N(CC2NSC=3C(OCC21C)=C(N(C3)C)C(NC3=CC(=C(C=C3)F)C)=O)C(=O)O.CC3C(OCC3)S 3-methyltetrahydrofuranthiol cis-ethyl-8-((4-fluoro-3-methylphenyl)carbamoyl)-7,10a-dimethyl-3a,4,10,10a-tetrahydro-1H,7H-dipyrrolo[3,4-b:3',4'-f][1,4,5]oxathiazocine-2(3H)-carboxylate